N-methyl-N-hexyl-pyrrolidinium chloride [Cl-].C[N+]1(CCCC1)CCCCCC